S1C2=C(C=C1C#N)C=CC=C2 benzo[b]thiophene-2-carbonitrile